racemic-N-(3-sulfamoylphenyl)-2-((tetrahydrofuran-2-yl)methyl)-2H-indazole-3-carboxamide S(N)(=O)(=O)C=1C=C(C=CC1)NC(=O)C=1N(N=C2C=CC=CC12)C[C@@H]1OCCC1 |r|